3-tertiary butyl-5-chloromethyl-2-hydroxybenzaldehyde C(C)(C)(C)C=1C(=C(C=O)C=C(C1)CCl)O